5-methyl-N-(4-methyl-5-nitropyridin-2-yl)pyrazine-2-carboxamide CC=1N=CC(=NC1)C(=O)NC1=NC=C(C(=C1)C)[N+](=O)[O-]